(2-Fluoro-4-(methylsulfonyl)-phenyl)methanol FC1=C(C=CC(=C1)S(=O)(=O)C)CO